methyl 4-((2S,4S)-4-((2,2-difluorobenzo[d][1,3]dioxol-5-yl)oxy)-2-((difluoromethoxy)methyl)pyrrolidin-1-yl)benzoate FC1(OC2=C(O1)C=CC(=C2)O[C@H]2C[C@H](N(C2)C2=CC=C(C(=O)OC)C=C2)COC(F)F)F